OC[C@H](C1=CC(=CC=C1)OC)N1CNC2=CC(=CC=C2C1=O)C1=CC=NC=C1 (S)-3-(2-hydroxy-1-(3-methoxyphenyl)ethyl)-7-(pyridin-4-yl)-2,3-dihydro-quinazolin-4(1H)-one